C1(=CC=CC=C1)S(=O)(=O)N1N=CC=2C1=NC=NC2Cl 1-(benzenesulfonyl)-4-chloro-pyrazolo[3,4-d]Pyrimidine